2-(1-hydroxy-2-oxoethyl)-3-oxo-8-azabicyclo[3.2.1]octane-8-carboxylic acid tert-butyl ester C(C)(C)(C)OC(=O)N1C2C(C(CC1CC2)=O)C(C=O)O